C(#N)C1=CC=C(C=C1)C1CC(N(CC1)C(=O)OC(C)(C)C)C tert-butyl 4-(4-cyanophenyl)-2-methylpiperidine-1-carboxylate